N-[1-[5-[bis(methylsulfonyl)amino]-2-(5-chloro-2-pyridinyl)-1,2,4-triazol-3-yl]ethyl]-3-chloro-5-methylsulfonyl-benzamide CS(=O)(=O)N(C=1N=C(N(N1)C1=NC=C(C=C1)Cl)C(C)NC(C1=CC(=CC(=C1)S(=O)(=O)C)Cl)=O)S(=O)(=O)C